4,4-difluorocyclohexyl-(methyl)-4-(2-hydroxypropan-2-yl)-1,2,5-oxadiazole-3-carboxamide FC1(CCC(CC1)N(C(=O)C1=NON=C1C(C)(C)O)C)F